norcamphene C12C=CC(CC1)C2